[Si](C)(C)(C(C)(C)C)NS(=O)(=NC(NC1=C2CCCC2=CC=2CCCC12)=O)C1=CC(=CC=C1)CO[Si](C)(C)C(C)(C)C N-(tert-butyldimethylsilyl)-3-(((tert-butyldimethylsilyl)oxy)methyl)-N'-((1,2,3,5,6,7-hexahydro-s-indacen-4-yl)carbamoyl)benzenesulfonimidamide